2-(2-propanyl)phenyl-pyrido[2,3-d]pyrimidin-2(1H)-one CC(C)C1=C(C=CC=C1)N1C(N=CC2=C1N=CC=C2)=O